2-methylthio-1-ethylamine hydrochloride Cl.CSCCN